3-(4-amino-1-oxoisoindolin-2-yl)-1-(cyclopropylmethyl)piperidine-2,6-dione hydrochloride Cl.NC1=C2CN(C(C2=CC=C1)=O)C1C(N(C(CC1)=O)CC1CC1)=O